[Si](C1=CC=CC=C1)(C1=CC=CC=C1)(C(C)(C)C)OC[C@@H]1CC[C@@]2(CCCN12)COC=1N=C(C2=C(N1)C(=C(N=C2)Cl)F)N2CCOCC2 4-(2-(((3S,7aS)-3-(((Tert-butyldiphenylsilyl)oxy)methyl)tetrahydro-1H-pyrrolizin-7a(5H)-yl)methoxy)-7-chloro-8-fluoropyrido[4,3-d]pyrimidin-4-yl)morpholine